CC(C)=CCC\C(\C)=C\C\C=C(/C)\C=C α-Farnesen